FC(OC=1C=C(C=NC1OC)C1=CC=2N(C=C1)N=C(C2)NC(=O)NCCOC=2C=NC=CC2)F 1-(5-(5-(difluoromethoxy)-6-methoxypyridin-3-yl)pyrazolo[1,5-A]pyridin-2-yl)-3-(2-(pyridin-3-yloxy)ethyl)urea